ClC=1C(=NC=C(N1)N1C2C(CC(C1)C2)N2C(N(CC2)C(C)C)=O)C#N 3-chloro-5-(6-(3-isopropyl-2-oxoimidazolin-1-yl)-2-azabicyclo[2.2.1]heptan-2-yl)pyrazin-2-carbonitrile